iron(II) bis(octylethylphosphinate) C(CCCCCCC)P([O-])(=O)CC.C(CCCCCCC)P([O-])(=O)CC.[Fe+2]